Dimethyl 1-(2-chloroethyl)cyclohexane-1,4-dicarboxylate ClCCC1(CCC(CC1)C(=O)OC)C(=O)OC